C(C1=CC=CC=C1)OC(=O)NCC#C N-(benzyloxycarbonyl)propargylamine